ClC=1C=C(CC=2C=CC(=NC2)N)C=C(C1)F 5-(3-chloro-5-fluorobenzyl)pyridin-2-amine